ClC1=CC=C(C(=N1)C)N[C@H](C)C=1C=C(C=C2C(C(=C(OC12)C1=CC=C2C(=N1)N(N=C2)C)C)=O)C 8-[(1R)-1-[(6-Chloro-2-methyl-3-pyridyl)amino]ethyl]-3,6-dimethyl-2-(1-methylpyrazolo[3,4-b]pyridin-6-yl)chromen-4-one